N1=CN=C(C2=C1NC=C2)C=2C=NN(C2)C2(CN(C2)C2CC1CCC(C2)N1C(=O)C1CCOCC1)CC#N {3-[4-(7H-pyrrolo[2,3-d]pyrimidin-4-yl)-1H-pyrazol-1-yl]-1-[8-(tetrahydro-2H-pyran-4-ylcarbonyl)-8-azabicyclo[3.2.1]oct-3-yl]azetidin-3-yl}acetonitrile